Hexamethyl-biphenyl CC1=C(C=CC=C1)C1=C(C(=C(C(=C1C)C)C)C)C